NCCC[SiH2]OCCCCCCCCCCCCC 3-aminopropyl-(tridecyloxysilane)